(3,4-difluorophenyl)magnesium bromide FC=1C=C(C=CC1F)[Mg]Br